NC1(COC1)CC1=C(C=2N=NN=C(C2S1)NCC1=CC=NC=C1)Br 6-((3-aminooxetan-3-yl)methyl)-7-bromo-N-(pyridin-4-ylmethyl)thieno[3,2-d][1,2,3]triazin-4-amine